BrCC1=C(C(=O)OC)C(=CC=C1)Cl methyl 2-(bromomethyl)-6-chlorobenzoate